Ethyl 6-[5-[5-[(1S)-1-(3,5-dichloro-2-fluoro-4-pyridyl)ethoxy]-1H-indazol-3-yl]-2-pyridyl]-2,6-diazaspiro[3.3]heptane-2-carboxylate ClC=1C(=NC=C(C1[C@H](C)OC=1C=C2C(=NNC2=CC1)C=1C=CC(=NC1)N1CC2(CN(C2)C(=O)OCC)C1)Cl)F